BrC1=CC(=C(C=C1)B(O)O)CC1=CC=CC=C1 p-bromobenzylphenylboronic acid